(2R)-2-({2-[2-(methanesulfonyl)phenyl][1,2,4]triazolo[1,5-c]quinazolin-5-yl}amino)butanamide CS(=O)(=O)C1=C(C=CC=C1)C1=NN2C(=NC=3C=CC=CC3C2=N1)N[C@@H](C(=O)N)CC